9-((5-(3,5-dimethyl-1H-pyrazol-1-yl)pyrimidin-2-yl)methyl)-2-(2-isopropylphenyl)-7,9-dihydro-8H-purin-8-one CC1=NN(C(=C1)C)C=1C=NC(=NC1)CN1C2=NC(=NC=C2NC1=O)C1=C(C=CC=C1)C(C)C